C(C)C1CCC(CC1)C1CCC(CC1)C1=C(C(=C(OCCS)C=C1)F)F 2-[4-[4-(4-ethylcyclohexyl)cyclohexyl]-2,3-difluoro-phenoxy]ethanethiol